C1(=CC=C(C=C1)C(=O)OCN(C1(CC1)C#N)C(C1=C(C=CC(=C1)C=1C=NN(C1)C=1N(N=C(C1C(F)(F)F)C(C(F)(F)F)(F)F)C)Cl)=O)C(=O)OC(C)(C)C tert-Butyl [{2-chloro-5-[2'-methyl-5'-(pentafluoroethyl)-4'-(trifluoromethyl)-2'H-[1,3'-bipyrazol]-4-yl]benzoyl}(1-cyanocyclopropyl)amino]methyl benzene-1,4-dicarboxylate